stilbenetriol C=1(C(=C(C(=CC1)O)O)O)C=CC1=CC=CC=C1